ClC=1C(=NC=C(C1)C(F)(F)F)N1CC=2C(CC1)=NN(C2C2=C1C=CNC1=C(C=C2)F)C2=C(C=CC=C2CC)CC 5-(3-chloro-5-(trifluoromethyl)-2-pyridyl)-2-(2,6-diethylphenyl)-3-(7-fluoro-1H-indol-4-yl)-6,7-dihydro-4H-pyrazolo[4,3-c]pyridine